CS(=O)(=O)OCCCC[C@H](C(=O)N1[C@@H](CC1)C(NCC=1C=C2C(=CNC2=CC1)Cl)=O)NC(=O)OC(C)(C)C (R)-5-((tert-butoxycarbonyl)amino)-6-((S)-2-(((3-chloro-1H-indol-5-yl)methyl)carbamoyl)azetidin-1-yl)-6-oxohexyl Methanesulfonate